C(C)OC(=O)C1CCN(CC1)C1=NC=C(C=C1)N1N=C(C2=CC(=CC(=C12)C)F)C=1C2=CN(N=C2C=CC1)C.C(C)[Si](C1=CC=C(C=C1)[Si](O)(O)CC)(O)O 1,4-bis(ethyldihydroxysilyl)benzene ethyl-1-(5-(5-fluoro-2',7-dimethyl-1H,2'H-[3,4'-biindazol]-1-yl)pyridin-2-yl)piperidine-4-carboxylate